CC(CC)OC1C(CCCC1)CN [2-(1-methylpropoxy)cyclohexane-1-yl]methylamine